4-chloro-6-(cyclopropoxy)-3-fluoro-benzonitrile ClC1=C(C=C(C#N)C(=C1)OC1CC1)F